C1(=CC=CC=C1)N(C(C=C)=O)C1CCN(CC1)CCC1=CC=CC=C1 N-Phenyl-N-[1-(2-phenylethyl)piperidin-4-yl]prop-2-enamide